2,4-diamino-3,5-diethyl-toluene methyl-3,5-dicyano-4-hydroxybenzoat COC(C1=CC(=C(C(=C1)C#N)O)C#N)=O.NC1=C(C)C=C(C(=C1CC)N)CC